2-((1r,4r)-4-(2-(4-(4-(2,4-Dioxotetrahydropyrimidin-1(2H)-yl)-3-methoxyphenyl)piperazin-1-yl)ethyl)cyclohexyl)-N-(imidazo[1,2-b]pyridazin-3-yl)-6-methoxy-2H-indazole-5-carboxamide O=C1N(CCC(N1)=O)C1=C(C=C(C=C1)N1CCN(CC1)CCC1CCC(CC1)N1N=C2C=C(C(=CC2=C1)C(=O)NC1=CN=C2N1N=CC=C2)OC)OC